O=C1NC(CCC1N1C(N(C2=C1C=CC(=C2)C2CCN(CC2)CCN2CCN(CC2)C(=O)OC(C)(C)C)C)=O)=O tert-butyl 4-[2-[4-[1-(2,6-dioxo-3-piperidyl)-3-methyl-2-oxo-benzimidazol-5-yl]-1-piperidyl]ethyl]piperazine-1-carboxylate